N-capryloyl-tryptophan C(CCCCCCC)(=O)N[C@@H](CC1=CNC2=CC=CC=C12)C(=O)O